C(C1CO1)OC1=CC=C(C=C1)C(C)C1=CC=C(C=C1)CCCC1=CC=C(C=C1)C(C)C1=CC=C(C=C1)OCC1CO1 1,3-bis[4-[1-[4-(2,3-epoxypropoxy)phenyl]ethyl]phenyl]propane